COC1=C(CN2C(C=3C4=C(C=5N(C6=CC=C(C=C6C5C3C2=O)F)CCN2CCOCC2)NC=2C=CC(=CC24)F)=O)C=CC(=C1)OC 6-(2,4-dimethoxybenzyl)-3,9-difluoro-12-(2-morpholin-4-ylethyl)-12,13-dihydro-5H-indolo[2,3-a]pyrrolo[3,4-c]carbazole-5,7(6H)-dione